5-(4-((cyclopropylamino)methyl)-1H-pyrazol-1-yl)-N-(8-fluoro-2-methylimidazo[1,2-a]pyridin-6-yl)pyrazine-2-carboxamide C1(CC1)NCC=1C=NN(C1)C=1N=CC(=NC1)C(=O)NC=1C=C(C=2N(C1)C=C(N2)C)F